(2-(trifluoromethyl)-5,6,8,9-tetrahydrobenzo[i]imidazo[1,2-g][1,4,7]dioxazecin-12-yl)methanamine FC(C=1N=C2N(CCOCCOC3=C2C=CC(=C3)CN)C1)(F)F